3-((benzyloxy)methyl)-6-(2-(5-cyclopropylpyrimidin-2-yl)ethyl)-1-(1-(6-(trifluoromethyl)pyridin-3-yl)ethyl)-1H-pyrazolo[3,4-d]pyrimidin-4(5H)-one C(C1=CC=CC=C1)OCC1=NN(C=2N=C(NC(C21)=O)CCC2=NC=C(C=N2)C2CC2)C(C)C=2C=NC(=CC2)C(F)(F)F